(S)-3-((S)-sec-butyl)-4-(3-(4-(2-hydroxyethyl)piperazin-1-yl)azetidine-1-carbonyl)-1,3,4,5-tetrahydro-2H-benzo[e][1,4]diazepin-2-one [C@H](C)(CC)[C@@H]1N(CC2=C(NC1=O)C=CC=C2)C(=O)N2CC(C2)N2CCN(CC2)CCO